N1C=C(C2=CC=CC=C12)C[C@@H](C)NC(OC(C)(C)C)=O tert-butyl (R)-(1-(1H-indol-3-yl)propan-2-yl)carbamate